C(=O)O.CN(C[C@@H](C1=CC=CC=C1)NC(=O)C1=NN2C(C(NC(=C2C)C2=CC3=CC=CC=C3C=C2)=O)=C1C)C N-[(1R)-2-(Dimethylamino)-1-phenylethyl]-3,7-dimethyl-6-(naphthalen-2-yl)-4-oxo-4,5-dihydropyrazolo[1,5-a]pyrazine-2-carboxamide formic acid salt